BrC1=CC=C2CN(C(C2=C1)=O)C1C(N(C(CC1)=O)COCC[Si](C)(C)C)=O 3-(6-bromo-1-oxoisoindolin-2-yl)-1-((2-(trimethylsilyl)ethoxy)methyl)piperidine-2,6-dione